NOCC(C)N1CCCC=C1COCC[Si](C)(C)C 1-(1-(Aminooxy)propan-2-yl)-6-((2-(trimethylsilyl)ethoxy)methyl)-1,2,3,4-tetrahydropyridine